C1(CC1)C1=CC=C(C=N1)C(C)N1[C@@H](CN[C@H](C1)CC)CC (2R,5S)-1-(1-(6-cyclopropylpyridin-3-yl)ethyl)-2,5-diethylpiperazine